1-((thioureidoimino)methyl)-4-(pyrrolidin-1-yl)benzene N(C(=S)N)N=CC1=CC=C(C=C1)N1CCCC1